(Z)-N-phenethyl-N'-phenylthiophene-2-carboximidamide C(CC1=CC=CC=C1)N\C(=N/C1=CC=CC=C1)\C=1SC=CC1